2-bis-hydroxymethyl-1,3-propanediol OC(C(CO)CO)O